2-(5-bromopyrimidin-2-yl)propane-1,2-diol BrC=1C=NC(=NC1)C(CO)(C)O